N-(3-ketophenyl)-6,7-bis(2-methoxyethoxy)-4-quinolinamine O=C1CC(=CC=C1)NC1=CC=NC2=CC(=C(C=C12)OCCOC)OCCOC